2-bromophenylboron BrC1=C(C=CC=C1)[B]